1-(2-(4-Amino-2-butyl-1H-imidazo[4,5-C]quinolin-1-yl)ethyl)guanidine tert-butyl-6-((4-(2,5-dimethylpyrrolidin-1-yl)phenyl)amino)-2-methyl-3-oxo-2,3-dihydro-1H-indazole-1-carboxylate C(C)(C)(C)C1=C2C(N(N(C2=CC(=C1)NC1=CC=C(C=C1)N1C(CCC1C)C)C(=O)O)C)=O.NC1=NC=2C=CC=CC2C2=C1N=C(N2CCNC(=N)N)CCCC